N-[(6-(1-[(cyclohexyl-methyl)amino]ethyl)imidazo[1,2-a]pyridin-2-yl)methyl]-4-oxo-4H-pyrido[1,2-a]pyrimidine-2-carboxamide C1(CCCCC1)CNC(C)C=1C=CC=2N(C1)C=C(N2)CNC(=O)C=2N=C1N(C(C2)=O)C=CC=C1